FC(OC1=C(C=C(C=C1)S(=O)(=O)C[C@H](C)O)C1=NN(C=C1NC(=O)C=1C=NN2C1N=CC=C2)C)F |r| N-[3-[2-(difluoromethoxy)-5-[rac-(2S)-2-hydroxypropyl]sulfonyl-phenyl]-1-methyl-pyrazol-4-yl]pyrazolo[1,5-a]pyrimidine-3-carboxamide